N6-methyl adenosine-5'-Triphosphate P(O)(=O)(OP(=O)(O)OP(=O)(O)O)OC[C@@H]1[C@H]([C@H]([C@@H](O1)N1C=NC=2C(NC)=NC=NC12)O)O